1λ6,2,5-thiadiazolidine-1,1,3,4-tetrone S1(NC(C(N1)=O)=O)(=O)=O